Methyl 3-(3-(4-(2-methoxyethoxy)phenoxy)azetidin-1-yl)-2-(1H-pyrrol-1-yl)benzoate COCCOC1=CC=C(OC2CN(C2)C=2C(=C(C(=O)OC)C=CC2)N2C=CC=C2)C=C1